O1C=NC2=C1C=CC(=C2)CC 2-(Benzo[d]oxazol-5-yl)ethane